ethyl (5S)-3-[2-chloro-4-fluoro-5-[2-methoxy-6-oxo-4-(trifluoromethyl) pyrimidin-1-yl] phenyl]-5-methyl-4H-isoxazole-5-carboxylate ClC1=C(C=C(C(=C1)F)N1C(=NC(=CC1=O)C(F)(F)F)OC)C1=NO[C@@](C1)(C(=O)OCC)C